8-((2-(2,6-dioxopiperidin-3-yl)-1-oxoisoindolin-4-yl)oxy)-N-(3-((3aR,4R,9bR)-4-(hydroxymethyl)-1-tosyl-2,3,3a,4,5,9b-hexahydro-1H-pyrrolo[3,2-c]quinolin-8-yl)phenyl)octanamide O=C1NC(CCC1N1C(C2=CC=CC(=C2C1)OCCCCCCCC(=O)NC1=CC(=CC=C1)C1=CC=2[C@H]3[C@@H]([C@@H](NC2C=C1)CO)CCN3S(=O)(=O)C3=CC=C(C)C=C3)=O)=O